2-(2-hydroxy-2-methylpropyl)-4-(4-(4-(4-(4,4,5,5-tetramethyl-1,3,2-dioxaborolan-2-yl)phenyl)piperazin-1-yl)phenyl)-2,4-dihydro-3H-1,2,4-triazol-3-one OC(CN1N=CN(C1=O)C1=CC=C(C=C1)N1CCN(CC1)C1=CC=C(C=C1)B1OC(C(O1)(C)C)(C)C)(C)C